C(#N)C=1C=C(C=C(C1)C(F)(F)F)B(O)O 3-CYANO-5-(TRIFLUOROMETHYL)PHENYLBORONIC ACID